N-(1-methylazetidin-3-yl)-5-phenyl-7-(pyridin-2-yl)pyrazolo[1,5-a]pyrimidine-2-carboxamide CN1CC(C1)NC(=O)C1=NN2C(N=C(C=C2C2=NC=CC=C2)C2=CC=CC=C2)=C1